C(CCCCC)C=1C(=C(C(=CC1)OC)C1(C2(CCC(C1(C)C)C2)C)O)OC 2-(3'-hexyl-2,6'-dimethoxyphenyl)-1,3,3-trimethylbicyclo[2.2.1]heptan-2-ol